OCC[C@@H]1N(CCCC1)C(CCCC=1N=C(N(C1)C1=CC=CC=C1)NC(C1=CC(=CC=C1)C=1C=NN(C1)C)=O)=O (R)-N-(4-(4-(2-(2-hydroxyethyl)piperidin-1-yl)-4-oxobutyl)-1-phenyl-1H-imidazol-2-yl)-3-(1-methyl-1H-pyrazol-4-yl)benzamide